C(C)(C)(C)OC(=O)N1CC2(CNC2)C1 2,6-diazaspiro[3.3]heptane-6-carboxylic acid tert-butyl ester